2-bromo-N-(2-cyano-2'-methoxy-[1,1'-biphenyl]-3-yl)-N,2-dimethylpropionamide BrC(C(=O)N(C)C=1C(=C(C=CC1)C1=C(C=CC=C1)OC)C#N)(C)C